[(2-{6-Cyclopropyl-4-[4-fluoro-2-(4-methyl-1,2,4-triazol-3-yl)phenyl]pyridin-2-yl}-7-methyl-1,3-benzoxazol-5-yl)methyl][(2R,3R)-3-methoxybutan-2-yl]amine C1(CC1)C1=CC(=CC(=N1)C=1OC2=C(N1)C=C(C=C2C)CN[C@H](C)[C@@H](C)OC)C2=C(C=C(C=C2)F)C2=NN=CN2C